ClC1=C2C(=NC=C1OC=1C=NN3C1C(=NC=C3)NC)N=C(N2C)NC2=NN3C(C(CCC3)(C)C)=C2 7-chloro-N-(4,4-dimethyl-4,5,6,7-tetrahydropyrazolo[1,5-a]pyridin-2-yl)-1-methyl-6-((4-(methylamino)pyrazolo[1,5-a]pyrazin-3-yl)oxy)-1H-imidazo[4,5-b]pyridin-2-amine